O[C@@H]1[C@H](CCC1)N1N=C2N=C(C=CC2=C1)C1=C(C=C(C=C1C)C(F)(F)F)O 2-[2-[(1S,2S)-2-hydroxy-cyclopentyl]pyrazolo[3,4-b]pyridin-6-yl]-3-methyl-5-(trifluoromethyl)phenol